OC(C(=O)[O-])C(C)(C)O.[K+] potassium 2,3-dihydroxy-3-methylbutyrate